C(CCCCCCC\C=C/C\C=C/CCCCC)(=O)OCC(COC(CCC12CC3CC(CC(C1)C3)C2)=O)CO 3-((3-((1s,3R,5S)-adamantan-1-yl)propanoyl)oxy)-2-(hydroxymethyl)propyl (9Z,12Z)-octadeca-9,12-dienoate